Quinolizine-3-carboxylic acid ethyl ester C(C)OC(=O)C1=CC=C2C=CC=CN2C1